2-(4-ethylpiperazin-1-yl)-N-isopropylbenzo[d]thiazole-6-carboxamide C(C)N1CCN(CC1)C=1SC2=C(N1)C=CC(=C2)C(=O)NC(C)C